CC(=O)O.C(C(CO)(CO)N)O Tris(hydroxymethyl)aminomethane acetate salt